C(C)(C)[Si](C(C)C)(C(C)C)C#CC=1C=C(N)C=CC1 3-((triisopropylsilyl)ethynyl)aniline